tert-butyl N-[2-[2-[3-[[3-carbamoyl-5-ethyl-6-[ethyl (methyl) amino] pyrazin-2-yl] amino] phenyl] ethylamino]-2-oxo-ethyl]-N-methyl-carbamate C(N)(=O)C=1C(=NC(=C(N1)CC)N(C)CC)NC=1C=C(C=CC1)CCNC(CN(C(OC(C)(C)C)=O)C)=O